P(O)(O)(O)=O.C(#N)CC1(CN(C1)C1=CC(=C(C(=O)N[C@H](C(F)(F)F)C)C=C1F)F)N1N=CC(=C1)C=1C(=NNC1C)C (S)-4-(3-(cyanomethyl)-3-(3',5'-dimethyl-1H,1'H-[4,4'-bipyrazol]-1-yl)azetidin-1-yl)-2,5-difluoro-N-(1,1,1-trifluoropropan-2-yl)benzamide phosphoric acid salt